C(C)(C)(C)OC(=O)N1CC2CCC(C1)N2.C2(CCCC2)P(CCCCP(C2CCCC2)C2CCCC2)C2CCCC2 1,4-bis(dicyclopentylphosphino)butane tert-butyl-3,8-diazabicyclo[3.2.1]octane-3-carboxylate